ClC1=C(C=CC(=N1)NC(OC(C)(C)C)=O)F tert-butyl (6-chloro-5-fluoropyridin-2-yl)-carbamate